2-FLUORO-6-METHOXYPYRIDINE-3-BORONIC ACID FC1=NC(=CC=C1B(O)O)OC